C1(CCCCC1)C1=CC=C(OCCCCCCCCCCC(=O)O)C=C1 11-(4-cyclohexylphenoxy)undecanoic acid